N-(3-((1-(4-methylbenzyl)-2-oxopyrrolidin-3-yl)glycyl)-1H-indol-5-yl)methanesulfonamide CC1=CC=C(CN2C(C(CC2)NCC(=O)C2=CNC3=CC=C(C=C23)NS(=O)(=O)C)=O)C=C1